FC(C(=O)O)(F)F.C(C)S(=O)(=O)CC1CNC1 3-(ethylsulfonylmethyl)azetidine trifluoroacetate